CN(C1C[C@H]2CCC[C@@H](C1)N2)C=2N=NC(=CN2)C2=C1C=NNC1=C(C=C2)N2N=CC=C2 (1R,5S)-N-methyl-N-[6-(7-pyrazol-1-yl-1H-indazol-4-yl)-1,2,4-triazin-3-yl]-9-azabicyclo[3.3.1]nonan-3-amine